ethyl 2-(3-hydroxypropyl)-4-methyl-4-nitrovalerate OCCCC(C(=O)OCC)CC(C)([N+](=O)[O-])C